CC1=NN(C(=C1)C)C=1C=C(C=CC1)[C@H](CC(=O)OC)CN1CC2CNCCC2CC1 methyl (3S)-3-(3-(3,5-dimethyl-1H-pyrazol-1-yl)phenyl)-4-(octahydro-2,7-naphthyridin-2(1H)-yl)butanoate